methyl-1',2'-dihydrospiro[cyclopentane-1,3'-indol]-2'-one CN1C(C2(C3=CC=CC=C13)CCCC2)=O